2,2-difluoro-N-((2R,4R)-2-methylpiperidin-4-yl)-2-phenoxyacetamide FC(C(=O)N[C@H]1C[C@H](NCC1)C)(OC1=CC=CC=C1)F